OC1=C(C=CC=C1)C(\C=C\C1=CC(=C(C=C1)OC)OCC1=CC=CC=C1)=O (E)-1-(2-Hydroxyphenyl)-3-(4-methoxy-3-phenylmethoxyphenyl)prop-2-en-1-one